FC1=CC=C(CCS(=O)(=O)C=2C=C(C=C(C2)N2CCOCC2)C=2C=NC(=NC2)N)C=C1 5-(3-((4-fluorophenethyl)sulfonyl)-5-morpholinophenyl)pyrimidin-2-amine